NC1=NC(=C(C=C1C=1C=C2CCNC(C2=CC1)=O)C1=CC=C(C=C1)S(=O)(=O)N1CCN(CC1)C)F 6-(2-amino-6-fluoro-5-(4-((4-methylpiperazin-1-yl)sulfonyl)phenyl)pyridin-3-yl)-3,4-dihydroisoquinolin-1(2H)-one